1-(4-((4-benzyl-5-((3R,4R)-4-(3,4-dihydroisoquinolin-2(1H)-yl)-3-hydroxypiperidine-1-carbonyl)thiazol-2-yl)amino)piperidin-1-yl)ethan-1-one C(C1=CC=CC=C1)C=1N=C(SC1C(=O)N1C[C@H]([C@@H](CC1)N1CC2=CC=CC=C2CC1)O)NC1CCN(CC1)C(C)=O